NC1=C(C(=NN1C(C)C)C1=CC=C(C=C1)CC(NC1=CC(=NO1)C1CC12CC2)=O)C(=O)N 5-Amino-1-isopropyl-3-[4-[2-oxo-2-[(3-spiro[2.2]pentan-2-ylisoxazol-5-yl)amino]ethyl]phenyl]pyrazole-4-carboxamide